ClC1=CC=C(C=NNC(=O)C2CC3=C(NC4=CC=CC=C34)C(N2)C)C=C1 N'-(4-chlorobenzylidene)-1-methyl-2,3,4,9-tetrahydropyrido[3,4-b]indole-3-carbohydrazide